24-azido-13,13-bis((3-((2-(2-azidoethoxy)ethyl)amino)-3-oxopropoxy)methyl)-11,18-dioxo-3,6,9,15,22-pentaoxa-12,19-diazatetracosanoic acid N(=[N+]=[N-])CCOCCNC(CCOCC(NC(COCCOCCOCC(=O)O)=O)(COCCC(NCCOCCN=[N+]=[N-])=O)COCCC(=O)NCCOCCN=[N+]=[N-])=O